2-(5-fluoropyridin-3-yl)-N-[2-(6-methoxy-1H-indol-3-yl)ethyl]-5h,6H,7h-pyrrolo[3,4-d]pyrimidin-4-amine FC=1C=C(C=NC1)C=1N=C(C2=C(N1)CNC2)NCCC2=CNC1=CC(=CC=C21)OC